4-chloro-6-(1-(difluoromethyl)-1H-pyrazol-4-yl)pyrimidine ClC1=NC=NC(=C1)C=1C=NN(C1)C(F)F